ClC1=C(C=C(C(=O)OCC(C)C)C=C1N)N 2-Methylpropyl (4-chloro-3,5-diaminobenzoate)